BrC1=CNC2=C(C=C(C(=C12)CN1N=C2C=C(C=CC2=C1)C#N)OC)C 2-((3-bromo-5-methoxy-7-methyl-1H-indol-4-yl)methyl)-2H-indazole-6-carbonitrile